5-fluoro-2-((4-fluoro-2-methyl-phenyl)amino)-4-methylbenzoic acid FC=1C(=CC(=C(C(=O)O)C1)NC1=C(C=C(C=C1)F)C)C